Cl.ClC=1C=C(C=CC1Cl)NC(NC1=NC(=CC(=N1)N[C@H]1CNCCC1)C)=O |r| (±)-2-[3-(3,4-dichlorophenyl)ureido]6-methyl-4-(3-piperidylamino)pyrimidine hydrochloride